COC1=C(NC2=CC=CC(=N2)S(=O)(=O)NC(=O)C=2C(=NC=CC2)N2C(CC(C2)C)(C)C)C=C(C=C1)OC N-[[6-(2,5-Dimethoxyanilino)-2-pyridyl]sulfonyl]-2-(2,2,4-trimethylpyrrolidin-1-yl)pyridin-3-carboxamid